Tert-butyl 2-[[Trans-(7RS,9RS)-3-cyclopropyl-5-(2-methylpropylsulfamoyl)-7-(pyridin-3-carbonylamino)-8,9-dihydro-7H-cyclopenta[h]isochinolin-9-yl]carbamoylamino]propanoat C1(CC1)C=1N=CC2=C3C(=CC(=C2C1)S(NCC(C)C)(=O)=O)[C@@H](C[C@H]3NC(=O)NC(C(=O)OC(C)(C)C)C)NC(=O)C=3C=NC=CC3 |r|